O[C@@H](CCNC([O-])=O)C (R)-(3-hydroxybutyl)carbamate